9-{4-[3-cyano-4'-(3-cyano-9H-carbazol-9-yl)-4,6-bis[4-(3-cyano-9H-carbazol-9-yl)phenyl]-5-(pyridin-2-yl)-[1,1'-biphenyl]-2-yl]phenyl}-9H-carbazole-3-carbonitrile C(#N)C=1C(=C(C(=C(C1C1=CC=C(C=C1)N1C2=CC=CC=C2C=2C=C(C=CC12)C#N)C1=NC=CC=C1)C1=CC=C(C=C1)N1C2=CC=CC=C2C=2C=C(C=CC12)C#N)C1=CC=C(C=C1)N1C2=CC=CC=C2C=2C=C(C=CC12)C#N)C1=CC=C(C=C1)N1C2=CC=CC=C2C=2C=C(C=CC12)C#N